5-ethynyl-6-fluoro-4-(8-fluoro-2-{[(2R,7aS)-2-fluorotetrahydro-1H-pyrrolizin-7a(5H)-yl]methoxy}-4-[(2R)-2-hydroxy-2-methylcyclopropyl]pyrido[4,3-d]pyrimidin-7-yl)naphthalen-2-ol C(#C)C1=C2C(=CC(=CC2=CC=C1F)O)C1=C(C=2N=C(N=C(C2C=N1)C1[C@](C1)(C)O)OC[C@]12CCCN2C[C@@H](C1)F)F